(8S,11S)-13,18-dimethyl-7,10,13,18,19,26-hexazapentacyclo[15.6.1.12,6.18,11.020,24]hexacosa-1(23),2(26),3,5,17(24),19,21-heptaen-12-one CN1C([C@H]2NC[C@@H](NC3=CC=CC(C4=CC=CC5=NN(C(CCC1)=C45)C)=N3)C2)=O